(3,4-difluorobenzyl)triphenylphosphonium bromide [Br-].FC=1C=C(C[P+](C2=CC=CC=C2)(C2=CC=CC=C2)C2=CC=CC=C2)C=CC1F